ClCC(=O)C1=CC2=CC(N=C2C=C1Cl)=O 5-(2-chloroacetyl)6-chloro-indolone